6-[5-(Difluoromethyl)-3-thienyl]-3-methyl-2-oxo-imidazo[4,5-b]pyridin FC(C1=CC(=CS1)C=1C=C2C(=NC1)N(C(N2)=O)C)F